5-(((6-chloro-4-oxo-2-phenyl-4H-benzopyran-3-yl)oxy)methyl)-N-hydroxythiophene-2-carboxamide ClC=1C=CC2=C(C(C(=C(O2)C2=CC=CC=C2)OCC2=CC=C(S2)C(=O)NO)=O)C1